BrC1=CC(=C(C=C1C(F)(F)F)N=CN(C)CC)C N'-(4-bromo-2-methyl-5-(trifluoromethyl)phenyl)-N-ethyl-N-methylformamidine